[rac-(2R,3S)-2-Cyclopropyl-1-[1-(4-fluorophenyl)-1H-indazol-5-yl]-pyrrolidin-3-yl]-pyrimidin-2-yl-amine C1(CC1)[C@H]1N(CC[C@@H]1NC1=NC=CC=N1)C=1C=C2C=NN(C2=CC1)C1=CC=C(C=C1)F |r|